FC1(CN(C[C@H]1NC1=NN2C(C(=N1)OC)=C(C=C2)C=2C=CC1=C(N(N=N1)CC(F)(F)F)C2)C(C)=O)F (R)-1-(3,3-difluoro-4-((4-methoxy-5-(1-(2,2,2-trifluoroethyl)-1H-benzo[d][1,2,3]triazol-6-yl)pyrrolo[2,1-f][1,2,4]triazin-2-yl)amino)pyrrolidin-1-yl)ethan-1-one